C(C=C)(=O)NC1=C(C(=O)NC2=NNC3=CC(=CC=C23)C=2C=CC3=C(CCO3)C2)C=CC=C1 2-acrylamido-N-(6-(2,3-dihydrobenzofuran-5-yl)-1H-indazol-3-yl)benzamide